C1(=CC=C(C=C1)[N+]#N)[N+]#N Benzene-1,4-bisdiazonium